NCCCN(CCN)CCCN N,N-Bis(3-aminopropyl)-1,2-ethanediamine